C(C=C)(=O)OCCCCO 4-Hydroxybutyl acrylate